6-(7-((4,4-difluoro-3-hydroxy-1-piperidinyl)carbonyl)-2-quinoxalinyl)-2-methyl-1(2H)-isoquinolinone FC1(C(CN(CC1)C(=O)C1=CC=C2N=CC(=NC2=C1)C=1C=C2C=CN(C(C2=CC1)=O)C)O)F